3-β-ribofuranosyl-(1-methyl-pyrazolo[4,3-d]pyrimidine-5,7(4H,6H)-dione) [C@@H]1([C@H](O)[C@H](O)[C@H](O1)CO)C1=NN(C2=C1NC(NC2=O)=O)C